C(=C)OCCO 2-hydroxyethyl vinyl ether